CC(C=C)C 1,1-dimethyl-2-propene